4-[(3R)-3-methylmorpholin-4-yl]-6-[2-(trifluoromethyl)-1-piperidinyl]-1H-pyridin-2-one C[C@H]1N(CCOC1)C1=CC(NC(=C1)N1C(CCCC1)C(F)(F)F)=O